rhodium carbide C#[C-].[Rh]